NCC1=NNC(C2=CC=C(C=C12)C=1C=NN(C1C=1C(=CC2=CC=CC=C2C1Cl)C#N)C)=O 3-(4-(4-(aminomethyl)-1-oxo-1,2-dihydrophthalazin-6-yl)-1-methyl-1H-pyrazol-5-yl)-4-chloro-2-naphthonitrile